2-(1H-pyrazol-4-yl)-N-(3-(pyridin-2-yl)-1-((1s,3s)-3-(2,2,2-trifluoroethoxy)cyclobutyl)-1H-pyrazol-4-yl)thiazole-4-carboxamide N1N=CC(=C1)C=1SC=C(N1)C(=O)NC=1C(=NN(C1)C1CC(C1)OCC(F)(F)F)C1=NC=CC=C1